N-(1,1'-biphenyl-4-yl)-N-[4-(9-phenyl-9H-carbazol-3-yl)phenyl]-9,9-dimethyl-9H-fluoren-4-amine C1(=CC=C(C=C1)N(C1=CC=CC=2C(C3=CC=CC=C3C12)(C)C)C1=CC=C(C=C1)C=1C=CC=2N(C3=CC=CC=C3C2C1)C1=CC=CC=C1)C1=CC=CC=C1